diphenyl sulfone potassium [K].C1(=CC=CC=C1)S(=O)(=O)C1=CC=CC=C1